C(C)OC(=O)C=1N=C2N(C=C(N=C2NCC2CCN(CC2)C(=O)OC(C)(C)C)Br)C1C 6-Bromo-8-[(1-tert-butoxycarbonyl-piperidin-4-ylmethyl)-amino]-3-methyl-imidazo[1,2-a]pyrazine-2-carboxylic acid ethyl ester